1-(4-(3,4-dichlorophenyl)-5-(isopropylthio)thiazol-2-yl)-3-methyl-4-(pyridin-3-yl)-1H-pyrazole-5-carboxylic acid ClC=1C=C(C=CC1Cl)C=1N=C(SC1SC(C)C)N1N=C(C(=C1C(=O)O)C=1C=NC=CC1)C